3-carboxy-6,8-difluoro-7-hydroxycoumarin C(=O)(O)C=1C(OC2=C(C(=C(C=C2C1)F)O)F)=O